N-(2-fluoroethyl)butanamide tert-butyl-3-{3-[9-methyl-6-(morpholin-4-yl)-8-(pyridin-4-yl)-9H-purin-2-yl]-1,2,4-oxadiazol-5-yl}piperidine-1-carboxylate C(C)(C)(C)OC(=O)N1CC(CCC1)C1=NC(=NO1)C1=NC(=C2N=C(N(C2=N1)C)C1=CC=NC=C1)N1CCOCC1.FCCNC(CCC)=O